2-bromobutylphosphonic acid diethyl ester C(C)OP(OCC)(=O)CC(CC)Br